C(C)(C)(C)OC(=O)N1CCC12CCNCC2 3,7-diazaspiro[3.5]nonane-3-carboxylic acid tert-butyl ester